4-(isopentylthio)-3,5-dimethoxybenzaldehyde C(CC(C)C)SC1=C(C=C(C=O)C=C1OC)OC